[Si](C)(C)(C(C)(C)C)OC1CC(CC(C1)N1C(=NC=2C=NC(=CC21)C2=NNC=N2)C2=C(C=CC=C2)F)N 3-((tert-butyldimethylsilyl)oxy)-5-(2-(2-fluorophenyl)-6-(1H-1,2,4-triazol-3-yl)-1H-imidazo[4,5-c]pyridin-1-yl)cyclohexan-1-amine